O1C=CN=CC1=O [1,4]oxazin-6-one